C(C)(C)N(C1=NC(=CC(=N1)C(=O)NC1=CC=C(C(=O)O)C=C1)C(F)(F)F)C(C)C 4-(2-(Diisopropylamino)-6-(trifluoromethyl)pyrimidine-4-carboxamido)benzoic acid